ClC1=CC=C2NC=C(C[C@H](N)C(=O)O)C2=C1 5-chloro-tryptophane